C(C)OCOC1=C(C(=CC(=C1)C(F)(F)F)F)B1OC(C(O1)(C)C)(C)C 2-(2-(Ethoxymethoxy)-6-fluoro-4-(trifluoromethyl)phenyl)-4,4,5,5-tetramethyl-1,3,2-dioxaborolane